4-(3-(1H-tetrazol-5-yl)phenyl)-2-amino-6-(piperidin-1-yl)pyridine-3,5-dinitrile N1N=NN=C1C=1C=C(C=CC1)C1=C(C(=NC(=C1C#N)N1CCCCC1)N)C#N